[(2-{6-cyclopropyl-4-[4-fluoro-2-(4-methyl-1,2,4-triazol-3-yl)phenyl]pyridin-2-yl}-7-methyl-1,3-benzoxazol-5-yl)methyl][(2S)-2-methoxypropyl]amine C1(CC1)C1=CC(=CC(=N1)C=1OC2=C(N1)C=C(C=C2C)CNC[C@H](C)OC)C2=C(C=C(C=C2)F)C2=NN=CN2C